C(C)(=O)C1=C2C=C(N(C(C2=CC(=C1)C)=O)C)C1=C(C=CC=C1)C 5-acetyl-2,7-dimethyl-3-(o-tolyl)isoquinolin-1(2H)-one